2-acetoxy-4-((tert-butoxycarbonyl)(tetrahydro-2H-pyran-4-yl)amino)benzoic acid C(C)(=O)OC1=C(C(=O)O)C=CC(=C1)N(C1CCOCC1)C(=O)OC(C)(C)C